pinane hydroperoxide CC1(OO)CCC2CC1C2(C)C